CC(CC)C1=CC=2C(N=C1)=NN(C2)C=2C=C(C=CC2F)N2CC(C2)F N-{3-[5-(butan-2-yl)-2H-pyrazolo[3,4-b]pyridin-2-yl]-4-fluorophenyl}-3-fluoroazetidine